trifluoromethanesulfonic acid zinc salt [Zn+2].FC(S(=O)(=O)[O-])(F)F.FC(S(=O)(=O)[O-])(F)F